C(C)(=O)NC1=C(C=CC=C1)O 2-acetamidophenol